FC=1C=C(C=CC1OC)N1C(=NC2=C(C=C(C=C2C1=O)[N+](=O)[O-])C)[C@H]1NCCC1 (S)-3-(3-fluoro-4-methoxyphenyl)-8-methyl-6-nitro-2-(pyrrolidin-2-yl)quinazolin-4(3H)-one